NC=1C=C(C=C(C1)OC1=NC=C(C=N1)C=1C=NN(C1)C)CCCCCOC1=C2C=CN(C2=C(C=C1)NC1=NC(=NC=C1Br)Cl)S(=O)(=O)C 4-(5-(3-amino-5-(5-(1-methyl-1h-pyrazol-4-yl)pyrimidin-2-yloxy)phenyl)pentyloxy)-N-(5-bromo-2-chloropyrimidin-4-yl)-1-(methylsulfonyl)indole-7-amine